1-hydroxyethyl-3-methylimidazolium dihydrogen phosphate P(=O)(O)(O)[O-].OC(C)C=1NC=C[N+]1C